2-((3-(2,6-Dioxopiperidin-3-yl)-1-methyl-1H-indazol-7-yl)oxy)-N-(4-sulfamoyl-phenethyl)acetamide O=C1NC(CCC1C1=NN(C2=C(C=CC=C12)OCC(=O)NCCC1=CC=C(C=C1)S(N)(=O)=O)C)=O